ClC1=C(C(=CC=2N(C(=NC21)[C@@H](C)OC)C)C)C2=CC=CN1C(=CC=C21)C(=O)C2=CC(=C(C(=C2)F)NC(\C=C\CNC2CCC(CC2)OC)=O)F (E)-N-(4-(8-(4-chloro-2-((R)-1-methoxyethyl)-1,6-dimethyl-1H-benzo[d]imidazol-5-yl)indolizine-3-carbonyl)-2,6-difluorophenyl)-4-(((1r,4r)-4-methoxycyclohexyl)amino)but-2-enamide